3-O-Cetyl-ascorbic acid C(CCCCCCCCCCCCCCC)OC1=C(C(=O)O[C@@H]1[C@@H](O)CO)O